C(C)(C)(C)OC(=O)N1C[C@H](N(CC1)C(C1=CC=C(C=C1)F)=O)C (R)-4-(4-fluorobenzoyl)-3-methylpiperazine-1-carboxylic acid tert-butyl ester